5-methoxy-2-(methylthio)pyrimidine-4,6(1h,5h)-dione COC1C(N=C(NC1=O)SC)=O